5-p-toluenesulfonyl-5H-pyrrolo[2,3-b]pyrazine CC1=CC=C(C=C1)S(=O)(=O)N1C=CC=2C1=NC=CN2